CC=1OC2=C(C1C(=O)NC1CCN(CC1)C(=O)OC(C)(C)C)C=C(C=C2)OCC2=C(N=CS2)C tert-butyl 4-(2-methyl-5-((4-methylthiazol-5-yl)methoxy)benzofuran-3-carboxamido)piperidine-1-carboxylate